N'-(1-(4-chlorophenyl)-2,2-dimethyl-3-(3-(trifluoromethyl)-1H-1,2,4-triazol-1-yl)propylidene)formhydrazide ClC1=CC=C(C=C1)C(C(CN1N=C(N=C1)C(F)(F)F)(C)C)=NNC=O